FC1(CN(CCC1OC1=C(C#N)C=C(C=C1)C1=NC(=NC=C1)NC1=NC(=C(C=C1)N1C[C@@H](N(CC1)C)C)OC)C([C@H](C)O)=O)F [3,3-Difluoro-1-((S)-2-hydroxy-propionyl)-piperidin-4-yloxy]-5-{2-[5-((S)-3,4-dimethyl-piperazin-1-yl)-6-methoxy-pyridin-2-ylamino]-pyrimidin-4-yl}-benzonitrile